n-eicosyl propyl ketone C(CC)C(=O)CCCCCCCCCCCCCCCCCCCC